6-(4-morpholinylphenyl)pyrazolo[1,5-a]pyridine-3-carbonitrile N1(CCOCC1)C1=CC=C(C=C1)C=1C=CC=2N(C1)N=CC2C#N